[Li].C(C)(C)N1N=CN=C1C(=O)O 1-isopropyl-1H-1,2,4-triazole-5-carboxylic acid lithium